tricosyl-benzene ethyl-(1S,2R,3R,4R)-3-(2-(5-chloro-1H-pyrazolo[3,4-b]pyridin-3-yl)-5-fluoro-7H-pyrrolo[2,3-d]pyrimidin-7-yl)-7-oxabicyclo[2.2.1]heptane-2-carboxylate C(C)OC(=O)[C@H]1[C@@H]2CC[C@H]([C@@H]1N1C=C(C3=C1N=C(N=C3)C3=NNC1=NC=C(C=C13)Cl)F)O2.C(CCCCCCCCCCCCCCCCCCCCCC)C2=CC=CC=C2